methoxyIridium (I) CO[Ir]